8-Chloro-2-(6-chloro-3-pyridyl)quinazoline-4-carboxylic acid ClC=1C=CC=C2C(=NC(=NC12)C=1C=NC(=CC1)Cl)C(=O)O